3-ethoxy-4-((1-phenylnon-1-en-4-yl)oxy)benzaldehyde C(C)OC=1C=C(C=O)C=CC1OC(CC=CC1=CC=CC=C1)CCCCC